C1(CCCCC1)CN(C=1C=C(C(NN1)=O)O)C 6-((cyclohexylmethyl)(methyl)amino)-4-hydroxypyridazin-3(2H)-one